2-chloro-N-(4-(3-fluoro-6-oxo-1,6-dihydropyridin-2-yl)benzyl)-6-methylbenzamide ClC1=C(C(=O)NCC2=CC=C(C=C2)C=2NC(C=CC2F)=O)C(=CC=C1)C